CC1(C=CC(CC1)N)C 4,4-dimethylcyclohex-2-en-1-amine